(1R,2R)-2-((4-(benzo[d]thiazol-6-ylamino)-7-(1-methyl-1H-pyrazol-4-yl)quinazolin-5-yl)oxy)cyclobutan-1-ol S1C=NC2=C1C=C(C=C2)NC2=NC=NC1=CC(=CC(=C21)O[C@H]2[C@@H](CC2)O)C=2C=NN(C2)C